F[C@H]1CN(CC[C@H]1NC1=C2C=C(N(C2=CC=C1)CC(F)(F)F)C1=NOC(=N1)CNC(=O)C1=CSC(=C1)CN1CCCC1)C N-{[3-(4-{[(3S,4R)-3-fluoro-1-methylpiperidin-4-yl]amino}-1-(2,2,2-trifluoroethyl)-1H-indol-2-yl)-1,2,4-oxadiazol-5-yl]methyl}-5-[(pyrrolidin-1-yl)methyl]thiophene-3-carboxamide